FC1([C@H]([C@@H]1C1=CC=CC=C1)C=1C=CC2=C(C(=C(O2)C)C(=O)OCC)C1)F ethyl 5-((trans)-2,2-difluoro-3-phenylcyclopropyl)-2-methylbenzofuran-3-carboxylate